(S)-6-(4-chlorophenyl)-8-(3-fluorophenyl)-3-(1-hydroxy-3-methylbutan-2-yl)pyrido[3,4-d]pyrimidin-4(3H)-one ClC1=CC=C(C=C1)C1=CC2=C(N=CN(C2=O)[C@H](CO)C(C)C)C(=N1)C1=CC(=CC=C1)F